CN1N=C(N=N1)C(N1CCC2(CNC2)CC1)C1=CC=CC=C1 7-((2-methyl-2H-tetrazol-5-yl)(phenyl)methyl)-2,7-diazaspiro[3.5]nonane